ClC1=C(N=NN1CC)CO (5-chloro-1-ethyl-1H-1,2,3-triazol-4-yl)methanol